8-(2-chloro-4,6-dimethylphenyl)-9-(4-((1-(3-fluoropropyl)azetidin-3-yl)methyl)phenyl)-6,7-dihydro-5H-benzo[7]annulene-3-carboxylic acid ClC1=C(C(=CC(=C1)C)C)C=1CCCC2=C(C1C1=CC=C(C=C1)CC1CN(C1)CCCF)C=CC(=C2)C(=O)O